N-{2-azaspiro[3.3]heptan-6-yl}-2-{3-[(4-methanesulfonyl-2-methoxyphenyl)amino]prop-1-yn-1-yl}-1-(2,2,2-trifluoroethyl)-1H-indol-4-amine C1NCC12CC(C2)NC=2C=1C=C(N(C1C=CC2)CC(F)(F)F)C#CCNC2=C(C=C(C=C2)S(=O)(=O)C)OC